[N+](=O)([O-])C1=CC=C(C=C1)NC(OC1C#CCCCCC1)=O cyclooct-2-yn-1-yl (4-nitrophenyl)carbamate